2,4-dimethyl-5-oxo-7-spiro[indane-2,4'-piperidine]-1'-yl-thiazolo[5,4-b]pyridine-6-carbonitrile CC=1SC=2N(C(C(=C(C2N1)N1CCC2(CC1)CC1=CC=CC=C1C2)C#N)=O)C